COC1CN(C1)C1=CC=NC=C1 4-(3-methoxyazetidin-1-yl)pyridin